[Cl-].C(CCCCCCCCCCCCCCC)[N+](C)(C)C hexadecyltrimethylammonium chloride salt